FC(O[C@H]1C[C@H](C1)C1=NN=C(O1)N1CCC(CC1)C(=O)O)(F)F 1-(5-(cis-3-(trifluoromethoxy)cyclobutyl)-1,3,4-oxadiazol-2-yl)piperidine-4-carboxylic acid